BrC=1C=C2C(=NC(=NC2=CC1)NC1=CC(=C(C=C1)F)F)NC1CCCCC1 6-bromo-N4-cyclohexyl-N2-(3,4-difluorophenyl)quinazoline-2,4-diamine